5-(5-((Z)-((1R,5S)-1,5-dimethyl-9-azabicyclo[3.3.1]nonan-3-ylidene)methyl)pyrazin-2-yl)-2-(1H-imidazol-1-yl)pyridin-4-ol C[C@]12CC(C[C@](CCC1)(N2)C)=CC=2N=CC(=NC2)C=2C(=CC(=NC2)N2C=NC=C2)O